FC(C1=NN=C2N1C=C(N=C2)C=2C=NC(=CC2)O[C@@H](C(F)F)C)(OC)F (R)-3-(difluoro(methoxy)methyl)-6-(6-((1,1-difluoropropan-2-yl)oxy)pyridin-3-yl)-[1,2,4]triazolo[4,3-a]pyrazine